N-[(3R)-1-Ethyl-3-piperidyl]-5-methyl-6-(3-methyl-1H-indol-6-yl)pyridazin-3-amine C(C)N1C[C@@H](CCC1)NC=1N=NC(=C(C1)C)C1=CC=C2C(=CNC2=C1)C